C(C)(C)(C)OC(=O)NCC=1C=C(C=C(C1)OC)C=1C=C2C=C(C(=NC2=CC1)N1CCN(CC1)C(=O)OC(C)(C)C)Cl tert-butyl 4-[6-[3-[(tert-butoxycarbonylamino)methyl]-5-methoxy-phenyl]-3-chloro-2-quinolyl]piperazine-1-carboxylate